[Ti].[Pt].[Ag] silver-platinum-titanium